C(C1=CC=CC=C1)N1CCNC2(CC2)C1 7-benzyl-4,7-diazaspiro-[2.5]octane